C(#N)C1=CC(=C(S1)COC1=CC=CC(=N1)C1CCN(CC1)COC(=O)C=1C=CC2=C(N(C=N2)CC2OCC2)C1)F ((4-(6-((5-cyano-3-fluorothiophen-2-yl) methoxy) pyridin-2-yl) piperidin-1-yl) methyl)-1-(oxetan-2-ylmethyl)-1H-benzo[d]imidazole-6-carboxylate